1-bromo-4-(bromomethyl)-3-fluoro-2-nitrobenzene BrC1=C(C(=C(C=C1)CBr)F)[N+](=O)[O-]